CN1C=[N+](C=C1)CCC(C(C(C(C(C(F)(F)F)(F)F)(F)F)(F)F)(F)F)(F)F 1-methyl-3-(3,3,4,4,5,5,6,6,7,7,8,8,8-tridecafluoro-octyl)-imidazolium